N-(5-((6-((R)-3-(2,3-dichlorophenyl)isoxazolidine-2-yl)pyrimidine-4-yl)amino)-2-(4-((R)-3-(dimethylamino)pyrrolidine-1-yl)piperidine-1-yl)-4-methoxyphenyl)acrylamide ClC1=C(C=CC=C1Cl)[C@@H]1N(OCC1)C1=CC(=NC=N1)NC=1C(=CC(=C(C1)NC(C=C)=O)N1CCC(CC1)N1C[C@@H](CC1)N(C)C)OC